dimethylsilyl-(N-t-butylamino)(fluorenyl)titanium dichloride [Cl-].[Cl-].C[SiH](C)[Ti+2](C1=CC=CC=2C3=CC=CC=C3CC12)NC(C)(C)C